FC1=C(C(=CC=C1)F)C=1C=2N(C=CC1)N=CC2N2C(N1C(=C2)C[C@@H](C1)NS(=O)(=O)CC)=O N-{(6S)-2-[4-(2,6-difluorophenyl)pyrazolo[1,5-a]pyridin-3-yl]-3-oxo-2,5,6,7-tetrahydro-3H-pyrrolo[1,2-c]imidazol-6-yl}ethanesulfonamide